ClC1=CC=C(C=C1)C=1N=C2N(C=CC=C2)C1CC12N(CC(NC1)CC2)C(=O)C2=NC(=CC=C2)OC (-)-[([2-(4-Chlorophenyl)imidazo[1,2-a]pyridin-3-yl]methyl)-2,5-diazabicyclo[2.2.2]oct-2-yl](6-methoxypyridin-2-yl)methanone